p-vinylbenzylpiperazine C(=C)N1CCN(CC1)CC1=CC=CC=C1